(E)-diphenylbenzene-1,2-diamine C1(=CC=CC=C1)C=1C(=C(C(=CC1)N)N)C1=CC=CC=C1